C(CCCCCCCCCCCCCCC)N1C(=C(C(C=C1)=O)O)C=O N-hexadecyl-2-formyl-3-hydroxypyridine-4-one